N-[8-chloro-7-fluoro-6-(4-methylpyridin-3-yl)isoquinolin-3-yl]2-(hydroxymethyl)cyclopropane-1-carboxamide ClC=1C(=C(C=C2C=C(N=CC12)NC(=O)C1C(C1)CO)C=1C=NC=CC1C)F